OC(=O)C(F)(F)F.N1CC2(CC1)C(NC1=C(O2)N=CC=C1)=O spiro[pyrido[2,3-b][1,4]oxazine-3,3'-pyrrolidin]-2(1H)-one TFA salt